ClCC=1OC(=NN1)\C=C\C1=CC=C(C=C1)C(F)(F)F 2-(chloromethyl)-5-[(1E)-2-(4-trifluoromethylphenyl)vinyl]-1,3,4-oxadiazole